N-(4-fluorophenyl)-[1,2,4]triazolo[4,3-a]pyridin-3-amine FC1=CC=C(C=C1)NC1=NN=C2N1C=CC=C2